OC1=CC=C(C=C1)NC(=O)C1CCC(CC1)N1C(C2=CC=CC(=C2C1)C)=O (1s,4s)-N-(4-Hydroxyphenyl)-4-(4-methyl-1-oxoisoindolin-2-yl)cyclohexanecarboxamide